FC1=C(C(=CC(=C1)CNC1=NC(=CC=C1OC)C)O)N1CC(NS1(=O)=O)=O 5-[2-fluoro-6-hydroxy-4-[[(3-methoxy-6-methyl-2-pyridinyl)amino]methyl]phenyl]-1,1-dioxo-1,2,5-thiadiazolidin-3-one